C1(CCC(CCCCCCCC)O1)=O gamma-laurolactone